1-(4-((5-(4,5-dihydrofuran-3-yl)-8-((R)-2-methylazetidin-1-yl)-2,7-naphthyridin-3-yl)amino)pyrimidin-2-yl)-3-fluoropiperidin-4-ol O1C=C(CC1)C1=C2C=C(N=CC2=C(N=C1)N1[C@@H](CC1)C)NC1=NC(=NC=C1)N1CC(C(CC1)O)F